C(C)(C)(C)OC(=O)NCC1=CC=C(C(=O)N=[N+]=[N-])C=C1 4-[(tert-butoxycarbonylamino)methyl]benzoylazide